({{2-fluoro-5-[(5-fluoro-2,3-dihydro-1,4-benzoxazin-4-yl) methyl]-4-methoxyphenyl} carbamoyl} amino) thiophene-2,3-dicarboxylate S1C(=C(C=C1)C(=O)[O-])C(=O)ONC(NC1=C(C=C(C(=C1)CN1CCOC2=C1C(=CC=C2)F)OC)F)=O